ClC=1N=CC2=C(N1)N(C(=C2)C(=O)N(C)C)C2=CC=C(C=C2)CN(C)C 2-chloro-7-(4-((dimethylamino)methyl)phenyl)-N,N-dimethyl-7H-pyrrolo[2,3-d]pyrimidine-6-carboxamide